(E)-3-(2,2-difluorobenzo[d][1,3]dioxol-5-yl)-1-(4-(6-(1-hydroxycyclobutyl)pyrimidine-4-carbonyl)piperazin-1-yl)prop-2-en-1-one iso-Decyl-Acrylate C(CCCCCCC(C)C)OC(C=C)=O.FC1(OC2=C(O1)C=CC(=C2)/C=C/C(=O)N2CCN(CC2)C(=O)C2=NC=NC(=C2)C2(CCC2)O)F